C1=CC=C(C=2SC3=C(C21)C=CC=C3)N(C3=CC=CC2=C3SC3=C2C=CC=C3)C3=CC=C(C=C3)B3OC(C(O3)(C)C)(C)C N-(dibenzo[b,d]thiophen-4-yl)-N-(4-(4,4,5,5-tetramethyl-1,3,2-dioxaborolan-2-yl)phenyl)dibenzo[b,d]thiophen-4-amine